OC1(CC(C1)NC=1N=NC(=C(N1)C)C1=CC=C2C(C=CS2)=C1O)C 5-(3-(((1S,3S)-3-hydroxy-3-methylcyclobutyl)amino)-5-methyl-1,2,4-triazine-6-yl)benzothiophene-4-ol